C(C)(C)(C)OC(=O)N1CCN(CC1)C=1C(=NC(=CC1)C(=O)OC)Br 4-(2-bromo-6-(methoxycarbonyl)pyridin-3-yl)piperazine-1-carboxylic acid tert-butyl ester